CC1=CC=C(C=N1)OCCN(CC[C@@H](C(=O)O)NC1=NC(=NC=C1)C1=CC=CC=C1)CCCCC1=NC=2NCCCC2C=C1 (S)-4-((2-((6-methylpyridin-3-yl)oxy)ethyl)(4-(5,6,7,8-tetrahydro-1,8-naphthyridin-2-yl)butyl)amino)-2-((2-phenylpyrimidin-4-yl)amino)butanoic acid